tert-butyl (3S)-1-(1-(5-(2,6-dioxopiperidin-3-yl)pyridin-2-yl)piperidine-4-carbonyl)pyrrolidine-3-carboxylate O=C1NC(CCC1C=1C=CC(=NC1)N1CCC(CC1)C(=O)N1C[C@H](CC1)C(=O)OC(C)(C)C)=O